sulfuryl-di(diethylamine) S(=O)(=O)(N(CC)CC)N(CC)CC